3,6-dibromo-2-hydroxymethyl-pyridine BrC=1C(=NC(=CC1)Br)CO